3,4-di-n-butylphenol C(CCC)C=1C=C(C=CC1CCCC)O